C(C1=CC=CC=C1)N(CCC)C[C@@H](COCC1=CC=CC=C1)O 3-{Benzyl[(2S)-3-(benzyloxy)-2-hydroxypropyl]amino}propan